OCCNCC1=CN=CS1 5-(((2-hydroxyethyl)amino)methyl)thiazole